C(CCCCCCCCCCC)C(CC)(S(=O)(=O)[O-])C.[Na+].C(C)(=O)C1=CC=C(S1)CCC (E)-3-(5-acetylthiophen-2-yl)propane sodium dodecyl-methyl-propanesulfonate